O1CC(C1)OCCO 2-(oxetan-3-yloxy)ethan-1-ol